6-Chloro-N-[6-(2-chloro-5-fluorophenyl)-3-(2,2-difluoroethyl)-2-methyl-8-oxo-7,8-dihydro-6H-pyrrolo[4,3-g]indazol-5-yl]-2-fluoropyridine-4-carboxamide ClC1=CC(=CC(=N1)F)C(=O)NC1=CC2=C(N(N=C2C2=C1C(NC2=O)C2=C(C=CC(=C2)F)Cl)C)CC(F)F